(S)-3-((3-butyl-5-(4-fluorophenyl)-3-methyl-7-(methylsulfanyl)-1,1-dioxo-2,3,4,5-tetrahydro-1,5-benzothiazepin-8-yl)oxy)propanoic acid C(CCC)[C@@]1(CS(C2=C(N(C1)C1=CC=C(C=C1)F)C=C(C(=C2)OCCC(=O)O)SC)(=O)=O)C